7,8-difluoro-2-[(4S)-4-[[6-oxo-5-(trifluoromethyl)-1H-pyridazin-4-yl]amino]pentyl]-6-[5-(trifluoromethyl)pyrimidin-2-yl]isoquinolin-1-one FC1=C(C=C2C=CN(C(C2=C1F)=O)CCC[C@H](C)NC=1C=NNC(C1C(F)(F)F)=O)C1=NC=C(C=N1)C(F)(F)F